ANISOLATE C=1(C(=CC=CC1)C(=O)[O-])OC